C(C)(C)(C)OC(=O)N1C[C@@H](N(CC1)C1=NC=CC2=C1C(=CN2C2=CC(=CC=C2)F)N2CCC2)C (S)-4-(3-(azetidin-1-yl)-1-(3-fluorophenyl)-1H-pyrrolo[3,2-c]pyridin-4-yl)-3-methylpiperazine-1-carboxylic acid tert-butyl ester